3-(3-Ethyl-4-oxo-spiro[6,8-dihydro-5H-pyrazolo[4,3-c]azepin-7,4'-tetrahydropyran]-1-yl)propyl-4-methyl-1,2,5-oxadiazol-3-carboxylat C(C)C1=NN(C2=C1C(NCC1(CCOCC1)C2)=O)CCCOC(=O)C2=NON=C2C